5-chloro-N-[(1S)-4,4-difluoro-1-[2-(methylamino)-2-oxo-acetyl]pentyl]-2-(2-thiazol-4-ylpropanoylamino)benzamide ClC=1C=CC(=C(C(=O)N[C@@H](CCC(C)(F)F)C(C(=O)NC)=O)C1)NC(C(C)C=1N=CSC1)=O